NC=1C2=C(N=CN1)N(C=C2C2=CC(=C(C=C2)OC(=O)N2CCCC2)F)C 4-(4-Amino-7-methyl-7H-pyrrolo[2,3-d]pyrimidin-5-yl)-2-fluorophenylpyrrolidine-1-carboxylate